CS(=O)(=O)O[C@H](CN(C(=O)OC(C)(C)C)C(C)C1=NNC2=CC(=CC=C12)Br)C (2S)-1-((1-(6-Bromo-1H-indazol-3-yl)ethyl)(tert-butoxycarbonyl)amino)propan-2-yl methanesulfonate